C(=O)(OCC1=CC=CC=C1)C(CCC[C@H](N)C(=O)O)N 6-carbobenzoxy-L-lysine